1-((trans)-3-(8-chloro-4-(3-(dimethylamino)azetidin-1-yl)-6-fluoro-7-(3-hydroxy-naphthalen-1-yl)-1H-imidazo[4,5-c]quinolin-1-yl)-4-methylpyrrolidin-1-yl)prop-2-en-1-one ClC1=CC=2C3=C(C(=NC2C(=C1C1=CC(=CC2=CC=CC=C12)O)F)N1CC(C1)N(C)C)N=CN3[C@@H]3CN(C[C@H]3C)C(C=C)=O